C(C)C=1C=C(C=CC1)S(=O)(=O)Cl 3-Ethylbenzenesulfonyl chloride